3-methyl-1-(tetrahydropyran-2-yl)pyrazolo[3,4-d]Pyrimidin-4-amine CC1=NN(C2=NC=NC(=C21)N)C2OCCCC2